C1(CC1)C1=NN(C(=C1)S(=O)(=O)N1C[C@@H]2[C@H](C1)CC(C2)NCC2(COC2)C)C (3aR,5s,6aS)-2-((3-cyclopropyl-1-methyl-1H-pyrazol-5-yl)sulfonyl)-N-((3-methyloxetan-3-yl)methyl)octahydrocyclopenta[c]pyrrol-5-amine